Pyrazolocycloundecane-3-one N1=NC(C2=C1CCCCCCCCC2)=O